4-chloro-3-fluoro-7-methylthieno[3,2-c]pyridazine ClC=1C2=C(N=NC1F)C(=CS2)C